2-(neopentyloxy)isoindolin-1,3-dione C(C(C)(C)C)ON1C(C2=CC=CC=C2C1=O)=O